3-chloro-2-hydroxypropyltrimethylammonium chloride [Cl-].ClCC(C[N+](C)(C)C)O